methyl 2-chloro-4-((5-fluorobenzofuran-7-yl)oxy)benzoate ClC1=C(C(=O)OC)C=CC(=C1)OC1=CC(=CC=2C=COC21)F